Cl.NC1C(COC1)O 4-aminotetrahydro-3-furanol hydrochloride